methyl 2-(5-(((1S,3R)-3-((6-bromo-2-((ethoxycarbonyl)amino)-1H-benzo[d]imidazol-1-yl)methyl)cyclopentyl)methoxy)-1-methyl-1H-pyrazol-4-yl)-6-methylisonicotinate BrC=1C=CC2=C(N(C(=N2)NC(=O)OCC)C[C@H]2C[C@H](CC2)COC2=C(C=NN2C)C=2C=C(C(=O)OC)C=C(N2)C)C1